2-(4-Fluorophenyl)-3-(6-methyl-1H-pyrazolo[3,4-b]pyridin-4-yl)spiro[4,6-dihydropyrrolo[1,2-b]pyrazole-5,1'-cyclopropane] FC1=CC=C(C=C1)C=1C(=C2N(N1)CC1(CC1)C2)C2=C1C(=NC(=C2)C)NN=C1